(8R,9S,13S,14S,17S)-13-methyl-17-[(1-oxopentyl)oxy]-6,7,8,9,11,12,14,15,16,17-decahydrocyclopenta[a]phenanthren-3-ol C[C@@]12[C@H](CC[C@H]1[C@@H]1CCC=3C=C(C=CC3[C@H]1CC2)O)OC(CCCC)=O